COC(=O)C1(CC(=NO1)CNC(C1=C(C=CC(=C1)C(F)(F)F)Cl)=O)CC1=CC=CC=C1.N(=C=O)CC(CCC)CCCC 4-isocyanatomethyl-octane methyl-5-benzyl-3-((2-chloro-5-(trifluoromethyl)benzamido)methyl)-4,5-dihydroisoxazole-5-carboxylate